4-(2-(4-Fluoro-2-methoxyphenyl)azepan-1-yl)-6-methylpyrimidin-2-amine FC1=CC(=C(C=C1)C1N(CCCCC1)C1=NC(=NC(=C1)C)N)OC